3-((4-(4-(1,3-dioxolane-2-yl)piperidine-1-yl)benzo[d]Oxazol-7-yl)amino)propionic acid O1C(OCC1)C1CCN(CC1)C1=CC=C(C2=C1N=CO2)NCCC(=O)O